2,2-dimethyl-vinyl-boric acid CC(=COB(O)O)C